hexyl ((S)-(((2R,3S,4R,5S)-5-(4-aminopyrrolo[2,1-f][1,2,4]triazin-7-yl)-2-(fluoromethyl)-3,4-dihydroxytetrahydrofuran-2-yl)methoxy)(phenoxy)phosphoryl)-L-alaninate NC1=NC=NN2C1=CC=C2[C@H]2[C@@H]([C@@H]([C@@](O2)(CF)CO[P@](=O)(OC2=CC=CC=C2)N[C@@H](C)C(=O)OCCCCCC)O)O